((2S,5S)-5-amino-5-(methoxymethyl)tetrahydro-2H-pyran-2-yl)((S)-1-(4-fluorophenyl)-3,4-dihydroisoquinolin-2(1H)-yl)methanone N[C@@]1(CC[C@H](OC1)C(=O)N1[C@H](C2=CC=CC=C2CC1)C1=CC=C(C=C1)F)COC